ClC=1C=C(C=CC1)C1=NNC(=N1)C1=CC=C(C=C1)NC(C1=CC(=CC=C1)CN1CCS(CC1)(=O)=O)=O N-[4-[3-(3-Chlorophenyl)-1H-1,2,4-triazol-5-yl]phenyl]-3-[(1,1-dioxo-1,4-thiazinan-4-yl)methyl]benzamide